FC1=CC(=NC=C1)N1CCOCC1 4-(4-Fluoropyridin-2-yl)morpholine